FC(C1=CC=C(C=C1)N1C=NN(C1=O)CC1=CC=C(OC(C(=O)OCC)(C)C)C=C1)(F)F Ethyl 2-(4-((4-(4-trifluoromethylphenyl)-5-oxo-4,5-dihydro-1H-1,2,4-triazol-1-yl)methyl)phenoxy)-2-methylpropionate